azobiscyclohexanenitrile N(=NC1(CCCCC1)C#N)C1(CCCCC1)C#N